tert-butyl (2r,5s)-4-(7-bromo-2-chloro-8-fluoro-6-methoxyquinazolin-4-yl)-2,5-dimethylpiperazine-1-carboxylate BrC1=C(C=C2C(=NC(=NC2=C1F)Cl)N1C[C@H](N(C[C@@H]1C)C(=O)OC(C)(C)C)C)OC